[Si](C)(C)(C(C)(C)C)OC1(CC(C1)N1C=CC=2C1=NC=C(C2)B2OC(C(O2)(C)C)(C)C)C 1-[(cis)-3-[(tert-butyldimethylsilyl)oxy]-3-methylcyclobutyl]-5-(4,4,5,5-tetramethyl-1,3,2-dioxaborolan-2-yl)-1H-pyrrolo[2,3-b]pyridine